(1-benzhydrylpyrrolidin-2-yl)methyl ((S)-4-ethyl-4-hydroxy-3,14-dioxo-3,4,12,14-tetrahydro-1H-pyrano[3',4':6,7]indolizino[1,2-b]quinolin-9-yl) carbonate C(OCC1N(CCC1)C(C1=CC=CC=C1)C1=CC=CC=C1)(OC1=CC=2C=C3C(=NC2C=C1)C1=CC2=C(C(N1C3)=O)COC([C@]2(O)CC)=O)=O